C(CCCCCNC(=O)NC1=CC=CC=C1)NC(=O)NC1=CC=CC=C1 1,1'-(hexane-1,6-diyl)bis(3-phenylurea)